1-oxa-9-azadispiro[2.0.3.4]Undecane-9-carboxylic acid tert-butyl ester C(C)(C)(C)OC(=O)N1CC2(C3(CO3)CC1)CCC2